C(C)N1C=NC2=C1N=NC=C2C2=CC(=C(C=C2)F)C2=CC1=CN(N=C1C=C2OC)[C@H]2[C@H](CN(CC2)C)F 7-Ethyl-4-(4-fluoro-3-(2-((3S,4R)-3-fluoro-1-methylpiperidin-4-yl)-6-methoxy-2H-indazol-5-yl)phenyl)-7H-imidazo[4,5-c]pyridazine